C(C)NC(C(C)N1C(CCCC1)C=O)=O N-ETHYL-2-(2-FORMYLPIPERIDIN-1-YL)PROPANAMIDE